COC(C1=CC(=CC(=C1)C=1SC(=CN1)C)OC1CN(C(CC1)=O)C)=O 3-[(1-methyl-6-oxopiperidin-3-yl)oxy]-5-(5-methyl-1,3-thiazol-2-yl)benzoic acid methyl ester